(3-hydroxy-1H-pyrazolyl)-4-methyl-2,3-dihydro-1H-benzazepine-3-Carboxylic acid phenethyl ester C(CC1=CC=CC=C1)OC(=O)C1CN(C2=C(C=C1C)C=CC=C2)N2N=C(C=C2)O